NC(C(=O)O)(CCCCB(O)O)CCCN(C)CCOC 2-amino-6-borono-2-(3-((2-methoxyethyl)(methyl)amino)propyl)hexanoic acid